[2-({9,10-dimethoxy-4-oxo-6H,7H-pyrimido[4,3-a]isoquinolin-2-yl}(2,4,6-trimethylphenyl)amino)cyclopropyl]methyl-urea COC=1C=C2CCN3C(C2=CC1OC)=CC(=NC3=O)N(C3C(C3)CNC(=O)N)C3=C(C=C(C=C3C)C)C